FC=1C(=NC=2C3=C(CCC2C1C1=CC=C(C=C1)C)C=CC=C3)C3=CC=CC=C3 3-fluoro-2-phenyl-4-(p-tolyl)-5,6-dihydrobenzo[h]quinoline